3-((4-chloropyridin-3-yl)methyl)-1-methyl-1H-pyrazole-5-carbonitrile ClC1=C(C=NC=C1)CC1=NN(C(=C1)C#N)C